C(C1=CC=CC=C1)NC(C[N+]1(CCCCCC1)CC(=O)NC1=C(SC=C1C)C(N(CCNC)C)=O)=O 1-(2-(benzylamino)-2-oxoethyl)-1-(2-((4-methyl-2-(methyl(2-(methylamino)ethyl)carbamoyl)thiophen-3-yl)amino)-2-oxoethyl)azepan-1-ium